8-methyl-1-oxaspiro(4.5)decan-2-one CC1CCC2(CCC(O2)=O)CC1